N-(5-(7-(1-(adamantan-1-ylmethyl)-5-methyl-1H-pyrazol-4-yl)-8-chloro-[1,2,4]triazolo[4,3-a]pyridin-3-yl)pyridin-2-yl)benzo[d]thiazol-2-amine C12(CC3CC(CC(C1)C3)C2)CN2N=CC(=C2C)C2=C(C=3N(C=C2)C(=NN3)C=3C=CC(=NC3)NC=3SC2=C(N3)C=CC=C2)Cl